COC1=CC=C(OC2=CC=C(C(=O)NC3=CC(=NC=C3)C(=O)O)C=C2)C=C1 4-(4-(4-Methoxyphenoxy)benzamido)picolinic acid